6-cyclopropaneamido-4-({3-[5-(1-hydroxycyclobutyl)pyrazin-2-yl]-2-methoxy-5-methylphenyl}amino)-N-(2H3)methylpyridazine-3-carboxamide C1(CC1)C(=O)NC1=CC(=C(N=N1)C(=O)NC([2H])([2H])[2H])NC1=C(C(=CC(=C1)C)C1=NC=C(N=C1)C1(CCC1)O)OC